[B+3].C1(=CC=CC=C1)[PH3+] (phenyl)phosphonium boron